1-(benzenesulfonyl)-6-bromo-5-(2,5-dimethylpyrrol-1-yl)-2-iodo-pyrrolo[3,2-b]pyridine C1(=CC=CC=C1)S(=O)(=O)N1C(=CC2=NC(=C(C=C21)Br)N2C(=CC=C2C)C)I